butylenebis(12-hydroxystearamide) C(CCCC(C(=O)N)CCCCCCCCCC(CCCCCC)O)C(C(=O)N)CCCCCCCCCC(CCCCCC)O